2-{2-[(7,8-difluoro-2-methylquinolin-3-yl)oxy]-6-fluorophenyl}propan-2-ol FC1=CC=C2C=C(C(=NC2=C1F)C)OC1=C(C(=CC=C1)F)C(C)(C)O